C1(=CC=CC=C1)[C@@H](C)N1C=NC=C1C(=O)OC1(CCC1)CO 1-(Hydroxymethyl)cyclobutyl (R)-1-(1-phenylethyl)-1H-imidazole-5-carboxylate